ClC1=CC=C(C=C1)S(=O)(=O)\N=C(/NC[C@H](C(C)C)NS(N)(=O)=O)\N1N=C([C@@H](C1)C1=CC=CC=C1)C1=CC=C(C=C1)F (R,E)-N'-((4-chlorophenyl)sulfonyl)-3-(4-fluorophenyl)-N-((S)-3-methyl-2-(sulfamoylamino)butyl)-4-phenyl-4,5-dihydro-1H-pyrazole-1-carboximidamide